4,4-dibromoterphenyl BrC1(CC=C(C=C1)C=1C(=CC=CC1)C1=CC=CC=C1)Br